CC(C(=C)C)CC/C(=C/CC/C(=C/CC/C=C(/CC/C=C(/CCC(C(=C)C)C)\\C)\\C)/C)/C The molecule is a triterpenoid obtained by methylation at positions 3 and 22 of squalene with concomitant double bond migration. It has a role as a metabolite. It derives from a squalene.